[Ag].[Zn].[Ag] silver-zinc silver